24-chloro-3,6,9,12,15,18-hexaoxatetracosane-1-amine hydrochloride Cl.ClCCCCCCOCCOCCOCCOCCOCCOCCN